C(C)(C)(C)C1=CC=C(C=C1)C1=C(C(=NC(=N1)C1=CN(C2=NC=C(C=C21)F)S(=O)(=O)C2=CC=C(C)C=C2)NC2C(C1CCC2CC1)C(=O)OC)F (+/-)-trans-methyl 3-((6-(4-(tert-butyl)phenyl)-5-fluoro-2-(5-fluoro-1-tosyl-1H-pyrrolo[2,3-b]pyridin-3-yl)pyrimidin-4-yl)amino)bicyclo[2.2.2]octane-2-carboxylate